N[C@@H](CCC(=O)NC)C (4R)-4-amino-N-methylpentanamide